NC1=NC(=C2C(=N1)N(N=C2)CC2=CC(=C(C=C2)N)C)C=2C=C(C#N)C=CC2 3-(6-amino-1-(4-amino-3-methylbenzyl)-1H-pyrazolo[3,4-d]pyrimidine-4-yl)benzonitrile